CC1(C(C2=CC=C(C=C2CC1)C1=CC(=CC=C1)C(F)(F)F)NC(O[C@@H]1CN2CCC1CC2)=O)C (S)-quinuclidin-3-yl (2,2-dimethyl-6-(3-(trifluoromethyl)phenyl)-1,2,3,4-tetrahydronaphthalen-1-yl)carbamate